methyl 3-(2-bromoethoxy)-5-(difluoromethyl)thiophene-2-carboxylate BrCCOC1=C(SC(=C1)C(F)F)C(=O)OC